N1=CC=C(C=C1)NC(C1=CN=CC=C1)=O N-(4-Pyridyl)nicotinamid